C(C)OC(C(C(F)(F)F)(C(F)(F)F)F)(F)F 1-ethoxyperfluoroisobutane